(2S,5S)-3-(4-aminophenyl-ethyl)-2-(2-(4-bromophenyl)-4-(4-fluorophenyl)oxazol-5-yl)-5-methyl-oxazolidin-4-one NC1=CC=C(C=C1)CCN1[C@@H](O[C@H](C1=O)C)C1=C(N=C(O1)C1=CC=C(C=C1)Br)C1=CC=C(C=C1)F